CC(=O)N[C@@H]1[C@H](C[C@](O[C@H]1[C@@H]([C@@H](CO)O)O)(C(=O)OC)O)O N-Acetyl-β-neuraminic acid methyl ester